1-tert-butyl-3-methyl-1,2,3-triazole formate C(=O)O.C(C)(C)(C)N1NN(C=C1)C